P(=O)(O)(O)O.FC=1C=C(C=CC1C=1C=NC(=CC1)C=1N=NN(N1)CCC)N1C(O[C@H](C1)C(C(F)F)O)=O (R)-3-(3-fluoro-4-(6-(2-propyl-2H-tetrazol-5-yl)pyridin-3-yl)phenyl)-5-(1-hydroxy-2,2-difluoro-ethyl)oxazolidin-2-one phosphate